FC=1C=CC2=C(N=C(O2)NC=2OC3=C(N2)C=C(C=C3)CNC)C1 5-fluoro-N-(5-((methylamino)methyl)benzo[d]oxazol-2-yl)benzo[d]oxazol-2-amine